6-[2-oxo-5-(4-piperidinyl)oxazolidin-3-yl]-4H-pyrazino[2,3-b][1,4]oxazin-3-one O=C1OC(CN1C1=NC2=C(OCC(N2)=O)N=C1)C1CCNCC1